IC1=C2C(=CN=C1NC1=CC(CC(C1)(C)C)=O)N(N=C2)C 3-[(4-iodo-1-methyl-pyrazolo[5,4-c]pyridin-5-yl)amino]-5,5-dimethyl-cyclohex-2-en-1-one